FCC(OC=1C=C2C(N(C(N(C2=CC1)C1CCN(CC1)C=O)=O)CC1=CC=C(C=C1)C1=NC=CC=C1)=O)CF 4-{6-[2-fluoro-1-(fluoromethyl)ethoxy]-2,4-dioxo-3-(4-(pyridin-2-yl)benzyl)-3,4-dihydroquinazolin-1(2H)-yl}piperidine-1-carbaldehyde